C(C1=CC=CC=C1)SC=1C(=NC=C(C1)Cl)C 3-(benzylthio)-5-chloro-2-methylpyridine